4-(2-fluorobenzoyl)-N-((1-methylpyrrolidin-3-yl)methyl)-3,4-dihydroquinoxaline-1(2H)-carboxamid FC1=C(C(=O)N2CCN(C3=CC=CC=C23)C(=O)NCC2CN(CC2)C)C=CC=C1